COC(CC)=O.C(C)(C)(C)C=1C=C(C=C(C1O)C(C)(C)C)C=CC(=O)N 3-(3,5-di-tert-butyl-4-hydroxyphenyl)acrylamide methyl-propionate